CC=1C=C(C=CC1)N1C(C(=C(C1=O)C1=CC=CC=C1)C1=CC=CC=C1)=O 1-(3-methylphenyl)-3,4-diphenylpyrrole-2,5-dione